4-((1-(2-(2-aminoethoxy)ethyl)-1H-1,2,3-triazol-4-yl)methyl)thiomorpholine 1,1-dioxide NCCOCCN1N=NC(=C1)CN1CCS(CC1)(=O)=O